2-[7-[[6-(trifluoromethyl)-3-pyridinyl]methyl]-2,7-diazaspiro[3.5]nonane-2-carbonyl]-7-oxa-2,5-diazaspiro[3.4]octan-6-one FC(C1=CC=C(C=N1)CN1CCC2(CN(C2)C(=O)N2CC3(C2)NC(OC3)=O)CC1)(F)F